O[C@@H](CO)CCC (R)-2-hydroxyamyl alcohol